ClC1=C(C#N)C=CC(=C1)N1CC2(C[C@H]1C)CCN(CC2)C2=CC=C(C=C2)C(=O)N2CCN(CC2)C2CN(C2)C=2C=C1C(N(C(C1=CC2)=O)C2C(NC(CC2)=O)=O)=O 2-chloro-4-((3R)-8-(4-(4-(1-(2-(2,6-dioxopiperidin-3-yl)-1,3-dioxoisoindolin-5-yl)azetidin-3-yl)piperazine-1-carbonyl)phenyl)-3-methyl-2,8-diazaspiro[4.5]decan-2-yl)benzonitrile